2,2-difluoro-3-((6-(4-(((4-(furan-2-yl)pyrimidin-2-yl)amino)methyl)-3-methylisoxazol-5-yl)-2-methylpyridin-3-yl)carbamoyl)cyclopropane-1-carboxylic acid FC1(C(C1C(NC=1C(=NC(=CC1)C1=C(C(=NO1)C)CNC1=NC=CC(=N1)C=1OC=CC1)C)=O)C(=O)O)F